[Si](C)(C)(C(C)(C)C)OCCCC1(C(C=CC=C1)N)N 1-(3-((tert-butyldimethylsilyl)oxy)propyl)benzene-1,2-diamine